(2S)-ethyl 2-amino-4-chlorobutyrate hydrochloride Cl.N[C@H](C(=O)OCC)CCCl